C12NCC(C(=C1)N1C=C(C=3C1=CN=C(C3F)C3=CC(=CC1=CC=C(C(=C31)C#C)F)O)C)CC2 4-[1-(2-azabicyclo[2.2.2]oct-5-en-5-yl)-4-fluoro-3-methyl-pyrrolo[2,3-c]pyridin-5-yl]-5-ethynyl-6-fluoro-naphthalen-2-ol